((S)-3-aminopyrrolidin-1-yl)((R)-1-(4-chloro-5-fluoro-1H-indole-2-carbonyl)pyrrolidin-3-yl)methanone N[C@@H]1CN(CC1)C(=O)[C@H]1CN(CC1)C(=O)C=1NC2=CC=C(C(=C2C1)Cl)F